5-[3-({[(3S)-piperidin-3-yl]methyl}amino)-4-(trifluoromethyl)phenyl]-1,3,4-oxadiazol-2(3H)-one N1C[C@H](CCC1)CNC=1C=C(C=CC1C(F)(F)F)C1=NNC(O1)=O